C(C)(C)(C)OC(COCCCOCCN=[N+]=[N-])=O tert-butyl[3-(2-azidoethoxy)propoxy]acetate